C(C)(C)(C)OC(=O)N1CCC(CC1)N1C(NC2=C1C=C(C=C2)C(=O)OC)=O methyl 3-(1-(tert-butoxycarbonyl)piperidin-4-yl)-2-oxo-2,3-dihydro-1H-benzo[d]imidazole-5-carboxylate